(S)-4-((8-methyl-2,3-dihydro-1H-pyrido[2,3-b][1,4]oxazin-7-yl)amino)-2-oxo-N-(4-((2-oxooxazolidin-4-yl)methyl)phenyl)-1,2-dihydropyridine-3-carboxamide CC1=C(C=NC=2OCCNC21)NC2=C(C(NC=C2)=O)C(=O)NC2=CC=C(C=C2)C[C@@H]2NC(OC2)=O